C1(=CC=CC=C1)P(=O)C1=CC=C(C=O)C=C1 4-(phenylphosphinyl)benzaldehyde